tert-butyl (3R,6S)-3-((tert-butoxycarbonyl)((tertbutyldimethylsilyl)oxy)amino)-6-carbamoyl-4-methyl-3,6-dihydropyridine-1(2H)-carboxylate C(C)(C)(C)OC(=O)N([C@H]1CN([C@@H](C=C1C)C(N)=O)C(=O)OC(C)(C)C)O[Si](C)(C)C(C)(C)C